1,N1-Didodecylpropane-1,3-diamine C(CCCCCCCCCCC)C(CCN)NCCCCCCCCCCCC